CC(C)(C)OC(=O)N1C2CCCC1CC(C2)N endo-3-amino-N-Boc-9-azabicyclo[3.3.1]nonane